C(C)(C)(C)OC(NC1=CN(C2=C1C(N(C=C2)CC)=O)C)=O (5-Ethyl-1-methyl-4-oxo-4,5-dihydro-1H-pyrrolo[3,2-c]pyridin-3-yl)carbamic acid tert-butyl ester